Methyl 4-[3-[2,6-dichloro-4-(1-methylpyrazolo[3,4-b]pyridin-4-yl)benzoyl]-2,4-dihydro-1,3-benzoxazin-8-yl]-5-fluoro-2-(3-oxa-8-azabicyclo[3.2.1]octan-8-yl)benzoate ClC1=C(C(=O)N2COC3=C(C2)C=CC=C3C3=CC(=C(C(=O)OC)C=C3F)N3C2COCC3CC2)C(=CC(=C1)C1=C2C(=NC=C1)N(N=C2)C)Cl